tert-butyl-2-(4-nitrophenyl)-6,7-dihydro-5H-cyclopenta[b]-pyridine-3-carboxylate C(C)(C)(C)OC(=O)C=1C=C2C(=NC1C1=CC=C(C=C1)[N+](=O)[O-])CCC2